C12C(C3CC(CC(C1)C3)C2)C(C2=C(C=CC=C2)O)C2=C(C=CC=C2)O ((1r,3r,5r,7r)-adamantan-2-ylmethylene)diphenol